NC1=C(C([C@H](C(=N1)N1CCC2(CC1)C(C1=CC=C(C=C1C2)F)N)C)=O)SC2=C(C(=NC=C2)N)Cl (S)-6-amino-5-((2-amino-3-chloropyridin-4-yl)thio)-2-(1-amino-5-fluoro-1,3-dihydrospiro[indene-2,4'-piperidin]-1'-yl)-3-methylpyridin-4(3H)-one